COC=1C=C(C=CC=2N=C(SC2)NC(=O)C=2N(C=CC2)CC2=CC=NC=C2)C=CC1 N-(4-(3-methoxystyryl)thiazol-2-yl)-1-(pyridin-4-ylmethyl)-1H-pyrrole-2-carboxamide